vinyl-oxyethyl alcohol C(=C)OCCO